p-tolyl-n-butyl-aluminum hydride C1(=CC=C(C=C1)[AlH]CCCC)C